O1[C@H](CCC1)CCO |r| racemic-tetrahydrofuran-2-ethanol